3-[(2,2-difluoropropoxy)methyl]-1-methyl-1H-pyrazole-4-carboxylic acid FC(COCC1=NN(C=C1C(=O)O)C)(C)F